C12(CC3CC(CC(C1)C3)C2)CN2C(C(=CC=C2)NC([C@H](CC/C=C/C(=O)OC)NC(=O)C=2OC3=C(C2C)C=CC=C3)=O)=O (S,E)-methyl 7-(1-(1-adamantylmethyl)-2-oxo-1,2-dihydropyridin-3-ylamino)-6-(3-methylbenzofuran-2-carboxamido)-7-oxohept-2-enoate